BrC(C1=CC(=C(C#N)C=C1)F)Br 4-(dibromomethyl)-2-fluorobenzonitrile